BrC=1C(=NN2C1N=CC=C2C(=O)N[C@@H]2C[C@@H](C2)OC(F)(F)F)CO 3-bromo-2-(hydroxymethyl)-N-[cis-3-(trifluoromethoxy)cyclobutyl]pyrazolo[1,5-a]pyrimidine-7-carboxamide